(S)-6-chloro-N-(1-cyclopropylethyl)-8-methylimidazo[1,2-b]Pyridazine-3-carboxamide ClC=1C=C(C=2N(N1)C(=CN2)C(=O)N[C@@H](C)C2CC2)C